C(C)N1N=NN=C1SC1=NC2=CC=CC=C2N=C1SC1=NN=NN1CC 2,3-Bis((1-ethyltetrazol-5-yl)thio)quinoxaline